C1=C(C=CC2=CC=CC=C12)C1=C(N)C=CC=C1 2-(naphthalene-2-yl)aniline